NC1=NC=C(C=C1C1=NC=C(C=C1)C(N(C)C)=O)C1=C2C(=NC=C1)NC(=C2)C(=O)OCC ethyl 4-(2'-amino-5-(dimethylcarbamoyl)-[2,3'-bipyridyl]-5'-yl)-1H-pyrrolo[2,3-b]pyridine-2-carboxylate